(S)-7-((S)-5-Chloro-6-fluoro-2-phenyl-2-((S)-pyrrolidin-2-yl)-2,3-dihydrobenzofuran-4-yl)-6-fluoro-2,4-dihydrochromeno[3,4-c]pyrazole-8-carboxamide ClC=1C(=CC2=C(C[C@@](O2)([C@H]2NCCC2)C2=CC=CC=C2)C1C=1C(=CC2=C(C1F)OCC1=NNC=C12)C(=O)N)F